NC=1C(=NC(=CN1)C1=CC=C(C=C1)N1C[C@@H](OCC1)C(C)C)C=1C=C2CCNC(C2=CC1)=O (S)-6-(3-amino-6-(4-(2-isopropylmorpholino)phenyl)pyrazin-2-yl)-3,4-dihydroisoquinolin-1(2H)-one